C(C)(=O)C1=NN(C2=CC=C(C=C12)C=1C=NC(=NC1)C)CC(=O)N1[C@@H]2C[C@@]2(C[C@H]1C(=O)N[C@@H](C)CC(C)C)C (1R,3S,5R)-2-(2-(3-acetyl-5-(2-methylpyrimidin-5-yl)-1H-indazol-1-yl)acetyl)-5-methyl-N-((S)-4-methylpentan-2-yl)-2-azabicyclo[3.1.0]hexane-3-carboxamide